N[C@H](C(=O)N1[C@@H]([C@H]2C([C@H]2C1)(C)C)C(=O)N(N)C[C@H]1C(NCCC1)=O)[C@H](CC)C (1R,2S,5S)-3-[(2S,3S)-2-amino-3-methyl-pentanoyl]-6,6-dimethyl-N-[[(3S)-2-oxo-3-piperidyl]methyl]-3-azabicyclo[3.1.0]hexane-2-carbohydrazide